2-(4-(2-(3-(dimethylamino)azetidin-1-yl)-7-(7-fluoro-3,4-dihydroquinolin-1(2H)-yl)-5,6,7,8-tetrahydroquinazolin-4-yl)-1-(3-methoxyacryloyl)piperazin-2-yl)acetonitrile CN(C1CN(C1)C1=NC=2CC(CCC2C(=N1)N1CC(N(CC1)C(C=COC)=O)CC#N)N1CCCC2=CC=C(C=C12)F)C